BrC=1SC(=CC1C=C1C(C2=CC(=C(C=C2C1=O)Cl)Cl)=O)Br 2-((2,5-dibromothiophen-3-yl)methylene)-5,6-dichloro-1H-indene-1,3(2H)-dione